ethyl 4-(benzyloxy)-7-(isobutyryl)-11-oxo-2,6,7,11-tetrahydro-1H-furo[2,3-H]pyrido[2,1-a]phthalazine-10-carboxylate C(C1=CC=CC=C1)OC1=CC=2CN(N3C(C2C2=C1OCC2)=CC(C(=C3)C(=O)OCC)=O)C(C(C)C)=O